C(C)OC(=O)C=1C(=C2C(=NC1)NC=C2)N[C@H]2[C@H](CCCC2)C 4-(((1R,2S)-2-methylcyclohexyl)amino)-1H-pyrrolo[2,3-b]pyridine-5-carboxylic acid ethyl ester